1-amino-2-(3-hydroxy-2,6-dimethylphenyl)-4-methyl-6-(1-methyl-1,2,3,6-tetrahydropyridin-4-yl)-2,8-dihydro-9H-2,3,5,8-tetraazabenzo[cd]azulene-9-one NC=1N(C2=C3C(C(=CNC(C13)=O)C=1CCN(CC1)C)=NC(=N2)C)C2=C(C(=CC=C2C)O)C